tetra-allyl silicate [Si](OCC=C)(OCC=C)(OCC=C)OCC=C